CC(C(CCC)C)P(O)(=O)C(CCCC)CCCCCCCCC (1,2-dimethylpentyl)(1-nonylpentyl)phosphinic acid